CC1(N(CC2=C1N=C(N=C2N2[C@@H](COCC2)C)C2=C1C=NNC1=CC=C2)C(C2=CC=C(C=C2)S(=O)(=O)C)=O)C (R)-7,7-dimethyl-2-(1H-indazol-4-yl)-6-(4-methylsulfonylbenzoyl)-4-(3-methylmorpholin-4-yl)-6,7-dihydro-5H-pyrrolo[3,4-d]pyrimidine